Br.NC1C(=O)OCC1 amino-γ-butyrolactone hydrobromide